(R)-2-(1-(6-(5-((((3,3-difluorocyclobutyl)(methyl)carbamoyl)oxy)methyl)-1-methyl-1H-1,2,3-triazol-4-yl)-2-(trifluoromethyl)pyridin-3-yl)piperidin-3-yl)acetic acid FC1(CC(C1)N(C(=O)OCC1=C(N=NN1C)C1=CC=C(C(=N1)C(F)(F)F)N1C[C@H](CCC1)CC(=O)O)C)F